2-[4-[(E)-3-(4-Chlorophenyl)prop-2-enoyl]-3-hydroxyphenoxy]-2-methylpropanoic acid ClC1=CC=C(C=C1)/C=C/C(=O)C1=C(C=C(OC(C(=O)O)(C)C)C=C1)O